E-methylparaben COC(=O)C1=CC=C(O)C=C1